4-((3aS,7aR)-7a-fluoro-1-oxooctahydro-2H-pyrrolo[3,4-c]pyridin-2-yl)-2-(trifluoromethoxy)benzoic acid F[C@@]12[C@@H](CNCC1)CN(C2=O)C2=CC(=C(C(=O)O)C=C2)OC(F)(F)F